C(C)N(C=NC1=C(C(=CC(=C1)C)CC1=CC(=CC=C1)OC)C)C N-ethyl-N'-(3-(3-methoxybenzyl)-2,5-dimethylphenyl)-N-methylformamidine